ClC[SiH](OCC)CCl Bis(chloromethyl)ethoxysilane